C(=C)O[Si](OCC)(OCC)OCC vinyl(triethoxysilyl) ether